6-(2-chloro-5-fluorophenyl)-N-((6-((tetrahydro-2H-pyran-4-yl)methyl-d2)-4,5,6,7-tetrahydrothieno[2,3-c]pyridin-3-yl)methyl)pyridazin-3-amine ClC1=C(C=C(C=C1)F)C1=CC=C(N=N1)NCC1=CSC=2CN(CCC21)C([2H])([2H])C2CCOCC2